ClC1=NC=C(C(=N1)NC=1C=C(C=C2CCNC12)C)Cl N-(2,5-dichloropyrimidin-4-yl)-5-methylindolin-7-amine